4-(3-(3-(bis(4-methoxyphenyl)(phenyl)methoxy)propoxy)-2,2-bis((3-(bis(4-methoxyphenyl)(phenyl)methoxy)propoxy)methyl)propoxy)butyl (2-cyanoethyl) diisopropylphosphoramidite C(C)(C)N(P(OCCCCOCC(COCCCOC(C1=CC=CC=C1)(C1=CC=C(C=C1)OC)C1=CC=C(C=C1)OC)(COCCCOC(C1=CC=CC=C1)(C1=CC=C(C=C1)OC)C1=CC=C(C=C1)OC)COCCCOC(C1=CC=CC=C1)(C1=CC=C(C=C1)OC)C1=CC=C(C=C1)OC)OCCC#N)C(C)C